Potassium hydrogen sulfate sulfate S(=O)(=O)([O-])O.S(=O)(=O)(O)O.[K+]